FC1=C(C(=O)O)C=C(C=C1)C(F)(F)F 2-fluoro-5-(trifluoromethyl)benzoic acid